(2R)-N-[2-(1-benzylpiperidin-4-yl)ethyl]-4-(3-cyanophenyl)-2-methylpiperazine-1-carboxamide C(C1=CC=CC=C1)N1CCC(CC1)CCNC(=O)N1[C@@H](CN(CC1)C1=CC(=CC=C1)C#N)C